oxirane-2-carboxylic acid O1C(C1)C(=O)O